4'-(2-(4-fluorophenoxy)-2-methylpropanamido)-N,N-dimethyl-[1,1'-biphenyl]-4-carboxamide FC1=CC=C(OC(C(=O)NC2=CC=C(C=C2)C2=CC=C(C=C2)C(=O)N(C)C)(C)C)C=C1